(Z)-8-benzyl-6-(3-fluoro-5-nitrophenyl)-2-(furan-2-ylmethylene)imidazo[1,2-a]pyrazin-3(2H)-one C(C1=CC=CC=C1)C=1C=2N(C=C(N1)C1=CC(=CC(=C1)[N+](=O)[O-])F)C(/C(/N2)=C/C=2OC=CC2)=O